3-morpholin-4-yl-propan-2-ol formate C(=O)OC(C)CN1CCOCC1